N1=CC(=CC=C1)NC(CCC(C)(C)C)C=1N=NNN1 N-3-pyridyl[4,4-dimethyl-1-(2H-tetraazol-5-yl)pentyl]amine